NC1=NC=CC=C1C1=NC=2C(=NC(=CC2Cl)N2N=CC=C2)N1C=1C=C2CC[C@@H](C2=CC1)NC(C1=C(C(=C(C(=C1)C=O)O)F)F)=O N-[(1S)-5-[2-(2-aminopyridin-3-yl)-7-chloro-5-(pyrazol-1-yl)imidazo[4,5-b]pyridin-3-yl]-2,3-dihydro-1H-inden-1-yl]-2,3-difluoro-5-formyl-4-hydroxybenzamide